NC1=NC=2C=C(C(=CC2C2=C1N(N=C2)C)C(=O)N([C@@H]2COCC1=C2C=CC(=C1)OC(F)(F)F)C)F 4-amino-7-fluoro-N,3-dimethyl-N-((4S)-7-(trifluoromethoxy)-3,4-dihydro-1H-2-benzopyran-4-yl)-3H-pyrazolo[3,4-c]quinoline-8-carboxamide